C(C)(C)(C)OC(N[C@@H]1C[C@H](CC1)O)=O.FC1=C(C(=C(C(=C1[B-](C1=C(C(=C(C(=C1F)F)F)F)F)(C1=C(C(=C(C(=C1F)F)F)F)F)C1=C(C(=C(C(=C1F)F)F)F)F)F)F)F)F.C1(=CC=CC=C1)[NH+](C1=CC=CC=C1)C1=CC=CC=C1 triphenylammonium tetrakis(pentafluorophenyl)borate tert-butyl-N-[(1S,3S)-3-hydroxycyclopentyl]carbamate